1,3,5-tri-ethynyl-2-methoxybenzene C(#C)C1=C(C(=CC(=C1)C#C)C#C)OC